2-(3,5-dichloroisonicotinamido)-3-(4-(3-(5,6,7,8-tetrahydro-1,8-naphthyridin-2-yl)propoxy)phenyl)propanoic acid ClC1=C(C(=O)NC(C(=O)O)CC2=CC=C(C=C2)OCCCC2=NC=3NCCCC3C=C2)C(=CN=C1)Cl